(S)-(1-(5-Chlorothiazolo[5,4-d]pyrimidin-7-yl)pyrrolidin-2-yl)methanol ClC=1N=C(C2=C(N1)SC=N2)N2[C@@H](CCC2)CO